9,10,11,12-tetrahydro-8H-10,13-methano[1,5]diazocino[2',3':4,5]thieno[3,2-f]quinolin-8-one C1=CC=NC=2C=CC3=C(C12)C1=C(S3)C(NC3CCN1C3)=O